6-nitro-1H-quinolin [N+](=O)([O-])C=1C=C2C=CCNC2=CC1